CC=1C=CC2=C(NC(=N2)CC#N)C1 2-(6-methyl-1H-benzo[d]imidazol-2-yl)acetonitrile